5-(2-Fluoro-6-methyl-4-((methylamino)methyl)phenyl)-3-(4-(4-methylpiperazin-1-yl)phenyl)-1H-pyrazolo[4,3-c]pyridazin-6(5H)-on FC1=C(C(=CC(=C1)CNC)C)N1N=C2C(=CC1=O)NN=C2C2=CC=C(C=C2)N2CCN(CC2)C